FC1=C(C(=CC=C1)F)C(CCC[C@@H](C)[C@H]1CC[C@H]2[C@@H]3C(C[C@H]4[C@H]([C@H](CC[C@]4(C)[C@H]3CC[C@]12C)O)O)=O)O 24-[(2,6-difluorophenyl)(hydroxy)methyl]-4β-hydroxy-3β-hydroxy-5α-cholane-7-one